CN1N=CC(=C1CN)S(=O)(=O)N1CCC(CC1)C=1C(=CC=2N(C1)N=CN2)C (1-methyl-4-((4-(7-methyl-[1,2,4]triazolo[1,5-a]pyridin-6-yl)piperidin-1-yl)sulfonyl)-1H-pyrazol-5-yl)methanamine